NC=1C(NC2=C3C=CC=NC3=C(C=C2C1C1=C2C=NNC2=C(C=C1)F)C1CC(C1)(C)C)=O 3-amino-6-(3,3-dimethylcyclobutyl)-4-(7-fluoro-1H-indazol-4-yl)-1H-1,7-phenanthrolin-2-one